1-((1S,3aS,3bR,5aR,8S,10aS,10bR,12aS)-12a-ethyl-8-hydroxy-8-(methoxymethyl)octadecahydrocyclohepta[a]cyclopenta[f]naphthalen-1-yl)ethanone C(C)[C@@]12[C@H]([C@@H]3CC[C@H]4[C@@H]([C@H]3CC1)CC[C@@](CC4)(COC)O)CC[C@@H]2C(C)=O